COC1=C(C=CC=C1)[C@H](C)N (S)-1-(o-methoxyphenyl)ethylamine